3-(4-(5-(difluoromethyl)-1,3,4-oxadiazol-2-yl)-2-fluorobenzyl)-5-(2,5-difluorophenyl)-1-(1-methylpiperidin-4-yl)-1,3-dihydro-2H-benzo[d]imidazol-2-one FC(C1=NN=C(O1)C1=CC(=C(CN2C(N(C3=C2C=C(C=C3)C3=C(C=CC(=C3)F)F)C3CCN(CC3)C)=O)C=C1)F)F